COC=1C=C(C=C(C1OC)OC)\C=N\C1=C(N=C2SC=CN21)C2=CC(=C(C(=C2)OC)OC)OC (E)-1-(3,4,5-trimethoxyphenyl)-N-(6-(3,4,5-trimethoxyphenyl)imidazo[2,1-b]thiazol-5-yl)methanimine